N-acetyl-2-chloro-N-(1-cyanocyclopropyl)-5-[1-[1-cyclopropyl-5-[1,2,2,2-tetrafluoro-1-(trifluoromethyl)ethyl]pyrrol-2-yl]pyrazol-4-yl]benzamide C(C)(=O)N(C(C1=C(C=CC(=C1)C=1C=NN(C1)C=1N(C(=CC1)C(C(F)(F)F)(C(F)(F)F)F)C1CC1)Cl)=O)C1(CC1)C#N